COCC1=CC(=NO1)C1=NN=C2N1N=C(C1=CC=CC=C21)OCC2=C(C(=O)O)C=CC=N2 ((3-(5-(methoxymethyl)isoxazol-3-yl)-[1,2,4]triazolo[3,4-a]phthalazin-6-yl)oxy)methylnicotinic acid